NC1=NC2=NC=C(N=C2C(=N1)N)CCC1=CC(=C(C(=O)NC(C(=O)[O-])CCC)C=C1)O 2-(4-(2-(2,4-diaminopteridin-6-yl)ethyl)-2-hydroxybenzamido)pentanoate